C12(CC3CC(CC(C1)C3)C2)CC(=O)NC=2C=CC3=C(N(N=C3C2)CC2=CC=CC=C2)C (1-adamantyl)-N-(2-benzyl-3-methyl-indazol-6-yl)acetamide